COC(C1CCN(CC1)C1=CC(=C(C=C1)[C@H]1C=2C=CC(=CC2CC[C@H]1C1CCOCC1)O)F)OC (5R,6S)-5-(4-(4-(Dimethoxymethyl)piperidin-1-yl)-2-fluorophenyl)-6-(tetrahydro-2H-pyran-4-yl)-5,6,7,8-tetrahydronaphthalen-2-ol